Cl.O=C1NC(CCC1N1C(C2=CC=C(C=C2C1=O)N1C[C@@H]2[C@H](C1)CNC2)=O)=O |o1:20,21| 2-(2,6-dioxo-3-piperidyl)-5-[rel-(3aS,6aR)-2,3,3a,4,6,6a-hexahydro-1H-pyrrolo[3,4-c]pyrrol-5-yl]isoindoline-1,3-dione hydrochloride